N-{(Z)-[(Cyclopropylmethoxy)imino][6-(difluoromethoxy)-2,3-difluorophenyl]methyl}-2-phenylacetamide C1(CC1)CO\N=C(/NC(CC1=CC=CC=C1)=O)\C1=C(C(=CC=C1OC(F)F)F)F